2-(4-(methylsulfonyl)phenyl)acetic acid methyl ester COC(CC1=CC=C(C=C1)S(=O)(=O)C)=O